1-(6-((4-(4-(5,7-dimethoxy-4-oxo-3,4-dihydroquinazolin-2-yl)phenyl)piperazin-1-yl)methyl)pyridazin-3-yl)dihydropyrimidine-2,4(1H,3H)-dione COC1=C2C(NC(=NC2=CC(=C1)OC)C1=CC=C(C=C1)N1CCN(CC1)CC1=CC=C(N=N1)N1C(NC(CC1)=O)=O)=O